4-((6-((tert-butyldimethylsilyl)oxy)-1-oxo-2,3-dihydro-1H-inden-2-yl)methyl)piperidine-1-carboxylic acid 3,5-dichlorobenzyl ester ClC=1C=C(COC(=O)N2CCC(CC2)CC2C(C3=CC(=CC=C3C2)O[Si](C)(C)C(C)(C)C)=O)C=C(C1)Cl